C1CCC2=CC(=CC=C12)C1(C(NC2=C3C(=C(C=C12)F)OCC3)=O)C3=CC=C(C=C3)O 3-(2,3-dihydro-1H-inden-5-yl)-5-fluoro-3-(4-hydroxyphenyl)-1,3,7,8-tetrahydro-2H-furo[2,3-g]indol-2-one